N-(tert-butyl)cyclohexane-1,2-diamine C(C)(C)(C)NC1C(CCCC1)N